4,5-dibromo-3-chlorothiophene-2-carboxylic acid methyl ester COC(=O)C=1SC(=C(C1Cl)Br)Br